2'-chloro-3'-fluoro-5'-methoxy-6-methyl-[4,4'-bipyridine]-3-carboxylic acid ClC1=NC=C(C(=C1F)C1=C(C=NC(=C1)C)C(=O)O)OC